CC1([C@H]([C@@H]1C1=CC=CC=C1)C(=O)O)C (1S,3S)-2,2-dimethyl-3-phenylcyclopropanecarboxylic acid